N-(4-fluoro-3-((2-((1-(oxetan-3-yl)-1H-pyrazol-4-yl)amino)-5-(4-(trifluoromethyl)phenyl)pyrimidin-4-yl)amino)phenyl)acrylamide FC1=C(C=C(C=C1)NC(C=C)=O)NC1=NC(=NC=C1C1=CC=C(C=C1)C(F)(F)F)NC=1C=NN(C1)C1COC1